2-(Hydroxycarbamoyl)-N-[4-[[4-[[(4-iodophenyl)sulfonylamino]methyl]triazol-1-yl]methyl]phenyl]-4-methyl-pentanamide ONC(=O)C(C(=O)NC1=CC=C(C=C1)CN1N=NC(=C1)CNS(=O)(=O)C1=CC=C(C=C1)I)CC(C)C